tert-Butyl 4-(3-chloro-8-(diisopropylcarbamoyl)-Z-(2-fluorophenyl)-7-methyl-1,6-naphthyridin-5-yl)piperazine-1-carboxylate ClC=1C(=NC2=C(C(=NC(=C2C1)N1CCN(CC1)C(=O)OC(C)(C)C)C)C(N(C(C)C)C(C)C)=O)C1=C(C=CC=C1)F